NC1=NC=CC2=C1C(=NN2)C2=CC=C(C=C2)CC(=O)NC2=NOC(=C2)C(C)(C)C 2-[4-(4-amino-1H-pyrazolo[4,3-c]pyridin-3-yl)phenyl]-N-(5-tert-butylisoxazol-3-yl)acetamide